O[C@H]1CC[C@@H]2C(C[C@H]3[C@@H]4CC[C@H]([C@@H](CCC(C)(C)CC)C)[C@]4(CC[C@@H]3[C@]2(C1)C)C)=O 2α-hydroxy-24-ethyl-24,24-dimethyl-5α-cholan-6-one